(E)-1-(benzo[b]thiophen-2-yl)-N-(4-((tert-butyldiphenylsilyl)oxy)phenyl)ethan-1-imine S1C2=C(C=C1\C(\C)=N\C1=CC=C(C=C1)O[Si](C1=CC=CC=C1)(C1=CC=CC=C1)C(C)(C)C)C=CC=C2